FC=1C=C2C(NC=3[C@@H](CC[C@@H](C3C2=CC1F)N(C(=O)C=1NC2=CC=C(C=C2C1)F)C)O)=O (S,R)-N-(8,9-difluoro-4-hydroxy-6-oxo-1,2,3,4,5,6-hexahydrophenanthridin-1-yl)-5-fluoro-N-methyl-1H-indole-2-carboxamide